tert-Butyl (4-(6-carbamoyl-1-cyclobutyl-5-fluoro-1H-indol-2-yl)phenyl)carbamate C(N)(=O)C1=C(C=C2C=C(N(C2=C1)C1CCC1)C1=CC=C(C=C1)NC(OC(C)(C)C)=O)F